tert-butyl bis(14-amino-3,6,9,12-tetraoxatetradecyl)carbamate NCCOCCOCCOCCOCCN(C(OC(C)(C)C)=O)CCOCCOCCOCCOCCN